(R)-1-(4-(1-methyl-1H-pyrazol-5-yl)-6-(3-methylmorpholino)pyridazin-3-yl)ethanone CN1N=CC=C1C1=C(N=NC(=C1)N1[C@@H](COCC1)C)C(C)=O